(1R,2S,3R,5R)-3-[4-amino-5-(1-benzylpyrazol-3-yl)-2-chloropyrrolo[2,3-d]pyrimidin-7-yl]-5-(piperidin-4-yl)cyclopentane-1,2-diol hydrochloride Cl.NC=1C2=C(N=C(N1)Cl)N(C=C2C2=NN(C=C2)CC2=CC=CC=C2)[C@H]2[C@@H]([C@@H]([C@H](C2)C2CCNCC2)O)O